6-(2,6-difluoro-3-nitrophenyl)-8-(difluoromethyl)-2-(methylthio)pyrido[4,3-d]pyrimidin-5(6H)-one FC1=C(C(=CC=C1[N+](=O)[O-])F)N1C(C2=C(N=C(N=C2)SC)C(=C1)C(F)F)=O